Cl.NC1=C(C=C(C2=C1OCCO2)C2=NN(C(O2)=O)C2CCN(CC2)CCC2=CC=CC=C2)Cl 5-(8-amino-7-chloro-2,3-dihydro-1,4-benzodioxin-5-yl)-3-[1-(2-phenylethyl)-4-piperidinyl]-1,3,4-oxadiazol-2(3H)-one monohydrochloride